fluoro-4-(6-(fluoromethyl-d)-2-(5-fluoropyridin-2-yl)-6-(methyl-d)-4,5,6,7-tetrahydro-Pyrazolo[1,5-a]Pyridin-3-yl)-1-(tetrahydro-2H-pyran-2-yl)-1H-pyrazolo[3,4-b]Pyridine FC1=NN(C2=NC=CC(=C21)C=2C(=NN1C2CCC(C1)(C[2H])C([2H])F)C1=NC=C(C=C1)F)C1OCCCC1